C(N)(O[C@H]1[C@H](CCC2=CC=CC(=C12)Cl)OCOC)=O (1R,2S)-8-chloro-2-(methoxymethoxy)-1,2,3,4-tetrahydronaphthalen-1-yl carbamate